ClC/C=C/C1=CC(=C(C=C1)F)F (E)-4-(3-chloroprop-1-en-1-yl)-1,2-difluorobenzene